3-methyl-5-methoxyphenol sodium [Na].CC=1C=C(C=C(C1)OC)O